C(C)(C)(C)OC(=O)NC(C)[C@H]1CN(CC1)C(=O)OCC1=CC=CC=C1 benzyl (3R)-3-(1-((tert-butoxycarbonyl)amino)ethyl)pyrrolidine-1-carboxylate